C(C)N1N=C(C=C1C(=O)N[C@H](C(NC1=CC2=C(C=N1)C1(CCOCC1)C(N2)=O)=O)C2CCC(CC2)C)C 2-Ethyl-5-methyl-N-{(1S)-1-(4-methylcyclohexyl)-2-oxo-2-[(2-oxospiro[1H-pyrrolo[3,2-c]-pyridine-3,4'-oxane]-6-yl)-amino]ethyl}pyrazole-3-carboxamide